3-({[(3S)-1-(6-methylpyridin-3-yl)piperidin-3-yl][(2-methylpyridin-4-yl)methyl]amino}methyl)-1-(propan-2-yl)-1,4-dihydro-1,8-naphthyridin-4-one CC1=CC=C(C=N1)N1C[C@H](CCC1)N(CC1=CC(=NC=C1)C)CC1=CN(C2=NC=CC=C2C1=O)C(C)C